3-amino-2-[4-(hydroxymethyl)-3-methoxyphenyl]-N-[3-(1H-pyrazol-4-yl)-1H-indol-7-yl]propionamide NCC(C(=O)NC=1C=CC=C2C(=CNC12)C=1C=NNC1)C1=CC(=C(C=C1)CO)OC